C(C)(C)(C)OC(=O)N[C@H]1CCC=2C(=CC=C(C12)F)C(=O)OC methyl (1S)-1-[(tert-butoxycarbonyl) amino]-7-fluoro-2,3-dihydro-1H-indene-4-carboxylate